3-methyl-1-oxo-8-azaspiro[4.5]dec-2-ene-8-carboxylic acid benzyl ester C(C1=CC=CC=C1)OC(=O)N1CCC2(CC(=CC2=O)C)CC1